3-hydroxyethyloxy-para-phenylenediamine OCCOC=1C=C(C=CC1N)N